3-iodo-7-nitro-1H-indazole IC1=NNC2=C(C=CC=C12)[N+](=O)[O-]